ClC=1C=C(/C=C/C(=O)O)C=C(C1)Cl Trans-3,5-dichlorocinnamic acid